O=S1(NCC2=C1C=C(C=C2)C(C(=O)O)(C)C)=O 2-(1,1-dioxido-2,3-dihydrobenzo[d]isothiazol-6-yl)-2-methylpropanoic acid